1-(pyridin-4-yl)-N-((1S,2R,4R)-1,3,3-trimethylbicyclo[2.2.1]heptan-2-yl)imidazo[1,5-a]pyridine-3-carboxamide N1=CC=C(C=C1)C=1N=C(N2C1C=CC=C2)C(=O)N[C@@H]2[C@]1(CC[C@@H](C2(C)C)C1)C